2-[1-[4-(2,6-dioxo-3-piperidinyl)-2-fluoro-phenyl]-4-hydroxy-4-piperidinyl]acetic acid tert-butyl ester C(C)(C)(C)OC(CC1(CCN(CC1)C1=C(C=C(C=C1)C1C(NC(CC1)=O)=O)F)O)=O